C(C)(C)(C)OC(=O)N1C[C@H]2CC(C[C@@H](C1)O2)C2=CN=C(S2)N |r| rac-(1R,5S)-7-(2-aminothiazol-5-yl)-9-oxa-3-azabicyclo[3.3.1]Nonane-3-carboxylic acid tert-butyl ester